cyclohexyl 2,3-dimethyl-butyl ether CC(COC1CCCCC1)C(C)C